(1aR,5aR)-2-(2,4-Difluoro-phenyl)-1a,2,5,5a-tetrahydro-1H-2,3-diaza-cyclopropa[a]pentalene-4-carboxylic acid 3-trifluoromethoxy-benzylamide FC(OC=1C=C(CNC(=O)C=2C=3C[C@@H]4[C@H](C3N(N2)C2=C(C=C(C=C2)F)F)C4)C=CC1)(F)F